Ethyl 2-(((((2R,3S,4R,5R)-5-(4-aminopyrrolo[2,1-f][1,2,4]triazin-7-yl)-5-cyano-3,4-dihydroxytetrahydrofuran-2-yl)methoxy)carbonyl)oxy)-2-methylpropanoate NC1=NC=NN2C1=CC=C2[C@]2([C@@H]([C@@H]([C@H](O2)COC(=O)OC(C(=O)OCC)(C)C)O)O)C#N